tert-butyl (R)-3-(5-(2,4-difluorophenyl)-3-ureidothiophene-2-carboxamido)piperidine-1-carboxylate FC1=C(C=CC(=C1)F)C1=CC(=C(S1)C(=O)N[C@H]1CN(CCC1)C(=O)OC(C)(C)C)NC(=O)N